3-bromo-6-chloro-1-methyl-1H-pyrazolo[3,4-b]pyridine BrC1=NN(C2=NC(=CC=C21)Cl)C